CC(C#C)NC(=O)C1=CC2=C(C=N1)CN(C2)C2=NOC(C2)(C(F)(F)F)C2=CC(=CC(=C2)Cl)Cl N-(but-3-yn-2-yl)-2-(5-(3,5-dichlorophenyl)-5-(trifluoromethyl)-4,5-dihydroisoxazol-3-yl)-2,3-dihydro-1H-pyrrolo[3,4-c]pyridine-6-carboxamide